chlorohomoserine hydrochloride Cl.ClN[C@@H](CCO)C(=O)O